CC1=C(C(NC2=CC=NC=C12)=O)C1=NN(C(C1)C1=CC=C(C=C1)C)C(CC)=O 4-methyl-3-(1-propionyl-5-(p-tolyl)-4,5-dihydro-1H-pyrazol-3-yl)-1,6-naphthyridin-2(1H)-one